fluoro-5,5-dimethyl-3,4,5,6-tetrahydro-[1,1'-biphenyl] FC1=C(CC(CC1)(C)C)C1=CC=CC=C1